2-(3,4-dimethoxyphenyl)-6-(1'-isopropyl-[1,4'-bipiperidin]-4-yl)-[1,2,4]triazolo[1,5-a]pyridine COC=1C=C(C=CC1OC)C1=NN2C(C=CC(=C2)C2CCN(CC2)C2CCN(CC2)C(C)C)=N1